N-(5-(1-(4-(cyanomethyl)-1-(cyclopropanesulfonyl)piperidin-4-yl)-1H-pyrazol-4-yl)-[1,2,4]triazolo[1,5-a]pyridin-2-yl)cyclopropylcarboxamide C(#N)CC1(CCN(CC1)S(=O)(=O)C1CC1)N1N=CC(=C1)C1=CC=CC=2N1N=C(N2)NC(=O)C2CC2